N,N'-bis[2-(1H-imidazol-4-yl)ethyl]propanediamide mesylate S(C)(=O)(=O)O.N1C=NC(=C1)CCNC(CC(=O)NCCC=1N=CNC1)=O